(piperidin-4-yl)-7-(trifluoromethyl)-1H-benzo[d]imidazole N1CCC(CC1)N1C=NC2=C1C(=CC=C2)C(F)(F)F